C(=CC1=CC=CC=C1)CC(C)=O styrylacetone